CC1=C(C(=CC=C1C)N)N 3,4-dimethylbenzene-1,2-diamine